CC1=C(OC2=CC=C(C=C2)C(C(=O)OC)=O)C=C(C(=C1)N)C methyl 2-(4-(2,5-dimethyl-4-aminophenoxy) phenyl)-2-oxoacetate